O[C@@H](CNC(=O)C=1SC=C(C1)C=1C=C2C(=NC1)NC(=C2)C2=CC=C(C=C2)F)CO (S)-N-(2,3-dihydroxypropyl)-4-(2-(4-fluorophenyl)-1H-pyrrolo[2,3-b]pyridin-5-yl)thiophene-2-carboxamide